ClC=1C=C(C=C(C1)F)CCN1C[C@H]([C@@H](C1)C)COC1=CC=C(C=C1)S(=O)(=O)C (3S,4S)-1-[2-(3-chloro-5-fluorophenyl)ethyl]-3-[(4-methanesulfonylphenoxy)methyl]-4-methylpyrrolidine